C(#N)/C(/C(=O)NC1=CC=C(C=C1)C(F)(F)F)=C(\C=1C=NOC1)/O (Z)-2-cyano-3-hydroxy-3-(isoxazol-4-yl)-N-(4-(trifluoromethyl)phenyl)acrylamide